[Ru+2].C(C)#N.C(C)#N.C(C)#N.C(C)#N tetraacetonitrile ruthenium (II)